ClC1=C(C=C2C(=NC(=NC2=C1)OC[C@H]1N(CCC1)C)N1[C@@H](CN(C[C@@H]1C)C(C(=C)F)=O)C)C#N 7-chloro-4-((2r,6s)-4-(2-fluoroacryloyl)-2,6-dimethylpiperazin-1-yl)-2-(((S)-1-methylpyrrolidin-2-yl)methoxy)quinazoline-6-carbonitrile